4-(cyclopropylamino)-1-(2-ethynylphenyl)-7-(trifluoromethyl)quinazolin-2(1H)-one C1(CC1)NC1=NC(N(C2=CC(=CC=C12)C(F)(F)F)C1=C(C=CC=C1)C#C)=O